mercaptoquercetin SC1=C(C=2C(C(=C(OC2C=C1O)C1=CC(O)=C(O)C=C1)O)=O)O